Methyl (2S)-2-hydroxy-2-methylbutanoate O[C@](C(=O)OC)(CC)C